C/C(/C(=O)OC)=C\CCCC methyl (E)-2-methylhepta-2-enoate